C(C)(C)(C)OC(=O)N1N=C(C2=CC=C(C=C12)[C@@H]1C[C@@]12C(N(C1=CC=C(C=C21)OC)C(=O)OC(C)(C)C)=O)NC2=C(C=C(C=C2)S(=O)(=O)C)OC tert-butyl (1R,2S)-2-[1-(tert-butoxycarbonyl)-3-[(4-methanesulfonyl-2-methoxyphenyl)amino]indazol-6-yl]-5'-methoxy-2'-oxospiro[cyclopropane-1,3'-indole]-1'-carboxylate